C(C)(=O)O.C(C)(=O)O.C(C(O)C(O)C(=O)O)(=O)O tartaric acid diacetate